BrC=1C=C2CCN(C(C2=CC1)C)C(=O)OC(C)(C)C tert-butyl 6-bromo-1-methyl-3,4-dihydroisoquinoline-2(1H)-carboxylate